5,5'-(((2-azido-2-(((2,2-dimethyl-1,3-dioxan-5-yl)methoxy)methyl)propane-1,3-diyl)bis(oxy))bis(methylene))bis(2,2-dimethyl-1,3-dioxane) N(=[N+]=[N-])C(COCC1COC(OC1)(C)C)(COCC1COC(OC1)(C)C)COCC1COC(OC1)(C)C